C(C)(C)(C)OC(=O)N1[C@@H](CCCC1)COC(=O)N1C=NC=C1 (S)-2-(((1H-imidazole-1-carbonyl)oxy)methyl)piperidine-1-carboxylic acid tert-butyl ester